3-(5-((4-(diphenylamino)piperidin-1-yl)methyl)-1-oxoisoindolin-2-yl)piperidine-2,6-dione C1(=CC=CC=C1)N(C1CCN(CC1)CC=1C=C2CN(C(C2=CC1)=O)C1C(NC(CC1)=O)=O)C1=CC=CC=C1